2-(1-(oxetan-3-ylmethyl)-1H-pyrazol-4-yl)-1H-pyrrole O1CC(C1)CN1N=CC(=C1)C=1NC=CC1